ClC1=C(C(=O)NC2=CC=C(C=C2)CC2=NC3=C(N2)C=CC(=C3)C(F)(F)F)C=C(C=C1)CNC(=O)C1(CCCCC1)C(F)(F)F 2-chloro-N-(4-((5-(trifluoromethyl)-1H-benzo[d]imidazol-2-yl)methyl)phenyl)-5-((1-(trifluoromethyl)cyclohexane-1-carboxamido)methyl)benzamide